butanediol diisostearate C(CCCCCCCCCCCCCCC(C)C)(=O)OC(CCC)OC(CCCCCCCCCCCCCCC(C)C)=O